3-(1-(dimethylamino)-2-methylpentan-3-yl)phenol CN(CC(C(CC)C=1C=C(C=CC1)O)C)C